CN(C1=CC=C(C=C1)C1=CC=C(C=C1)[C@@H](N(C(=O)[C@H]1[C@@H]2CC[C@H](C1)C2)C=2C=C(C=C(C2)F)/C=C/C(=O)OC)[2H])C methyl (E)-3-(3-((1R,2R,4S)-N-((S)-(4'-(dimethylamino)-[1,1'-biphenyl]-4-yl)methyl-d)bicyclo[2.2.1]heptane-2-carboxamido)-5-fluorophenyl)acrylate